2-(4-bromo-2-methyl-pyrazol-3-yl)-6-(cyclopropoxy)-4-hydroxy-benzonitrile BrC1=C(N(N=C1)C)C1=C(C#N)C(=CC(=C1)O)OC1CC1